ClC1=CC(=C(C=C1)O)C#C 4-Chloro-2-ethynylphenol